2-(4-fluorophenyl)-1-(3,4,5-trimethoxyphenyl)-1H-benzo[d]imidazole FC1=CC=C(C=C1)C1=NC2=C(N1C1=CC(=C(C(=C1)OC)OC)OC)C=CC=C2